2-(4-pyridyl)thiazole-5-formaldehyde N1=CC=C(C=C1)C=1SC(=CN1)C=O